P(OCC(CCCC)C)(OCC(CCCC)C)=O.[Nd] neodymium bis(2-methylhexyl) phosphonate